2-((4-(3,5-dimethylisoxazol-4-yl)-3-methoxyphenyl)amino)-4-((tetrahydro-2H-pyran-4-yl)amino)-7H-pyrrolo[2,3-d]pyrimidine-5-carbonitrile CC1=NOC(=C1C1=C(C=C(C=C1)NC=1N=C(C2=C(N1)NC=C2C#N)NC2CCOCC2)OC)C